3-FLUORO-2-(1-PIPERAZINO)-BENZALDEHYDE HYDROCHLORIDE C1CN(CCN1)C2=C(C=CC=C2F)C=O.Cl